FC(=CC1=C(C=C(C=C1)[N+](=O)[O-])N1CCC2(CC2)CC1)B1OC(C(O1)(C)C)(C)C 6-{2-[2-fluoro-2-(4,4,5,5-tetramethyl-1,3,2-dioxaborolan-2-yl)ethenyl]-5-nitrophenyl}-6-azaspiro[2.5]octane